C1(=CC=CC=C1)C1(C2=CC=CC=C2C=2C=CC=CC12)C=1C=C(C=CC1)C=1C=C(C=CC1)C1=CC=CC=2OC3=C(C21)C=CC=C3 {3-[3-(9-phenyl-9H-fluorene-9-yl)phenyl]phenyl}dibenzofuran